FC(OC1=C(C=CC(=C1C)F)B1OC(C(O1)(C)C)(C)C)F 2-[2-(difluoromethoxy)-4-fluoro-3-methyl-phenyl]-4,4,5,5-tetramethyl-1,3,2-dioxaborolane